o-dimethylaniline dihydrochloride Cl.Cl.CC1(N)C(C=CC=C1)C